C(C1=CC=CC=C1)OCC1=NN(C(N1CC)=O)C1=NC=2C(=CN(C(C2C=C1F)=O)C1=C(C=CC(=C1)C)F)C(C)C 2-(3-((benzyloxy)methyl)-4-ethyl-5-oxo-4,5-dihydro-1H-1,2,4-triazol-1-yl)-3-fluoro-6-(2-fluoro-5-methylphenyl)-8-isopropyl-1,6-naphthyridin-5(6H)-one